N-[4-(7-bromo-2,4-dioxo-2,3,4,5-tetrahydro-1H-benzo[b][1,4]diazepine-1-Yl)phenyl]benzenesulfonamide BrC1=CC2=C(N(C(CC(N2)=O)=O)C2=CC=C(C=C2)NS(=O)(=O)C2=CC=CC=C2)C=C1